C(C(=O)O)(=O)O.CN(CC(=O)N(CCCCCCCCCCCCCCCC(=O)O)CCCCCCCCCCCCCCCC(=O)O)C.CC=1N=CSC1C1=CC=C(CC2NCCC2C(=O)N)C=C1 2-(4-(4-methylthiazol-5-yl)benzyl)pyrrolidine-3-carboxamide ((dimethylglycyl)azanediyl)bis(ethane-2,1-diyl)ditetradecanoate oxalate salt